COC1=CC(=C(C=C1OC)NS(=O)(=O)C1=CC(=CC=C1)C(F)(F)F)C1=NC(=NO1)C N-[4,5-dimethoxy-2-(3-methyl-1,2,4-oxadiazol-5-yl)phenyl]-3-(trifluoromethyl)benzenesulfonamide